CNC(C)O (methylamino)ethan-1-ol